6-fluoro-1-{[(2S)-oxetan-2-yl]Methyl}-5-[5-(trifluoromethyl)-4H-1,2,4-triazol-3-yl]-1H-1,3-benzodiazole FC=1C(=CC2=C(N(C=N2)C[C@H]2OCC2)C1)C1=NN=C(N1)C(F)(F)F